5-(2,6-difluorophenyl)-1-(4-methoxybenzyl)-9-(1,2,3,6-tetrahydropyridin-4-yl)-1,6-dihydropyrazolo[4,3-d]pyrido[3,2-f][1,3]diazepine FC1=C(C(=CC=C1)F)C=1NC2=C(C3=C(N1)C=NN3CC3=CC=C(C=C3)OC)C=C(C=N2)C=2CCNCC2